CC=1C(=C(C(=C(C(=O)N[C@@H]2C3C=CC(C2)C3)C1)C)Cl)C trimethyl-N-((2S)-bicyclo[2.2.1]hept-5-ene-2-yl)-3-chlorobenzamide